tert-butyl N-[1-[5-methoxy-1-[1-[(4-methoxyphenyl)methyl]-2,6-dioxo-3-piperidyl]-3-methyl-2-oxo-benzimidazol-4-yl]-4-piperidyl]-N-methyl-carbamate COC1=C(C2=C(N(C(N2C)=O)C2C(N(C(CC2)=O)CC2=CC=C(C=C2)OC)=O)C=C1)N1CCC(CC1)N(C(OC(C)(C)C)=O)C